(3R)-7-hydroxy-N-[(1S)-1-[[(3R,4R)-4-(3-hydroxyphenyl)-3,4-dimethyl-1-piperidinyl]methyl]-2-methylpropyl]-1,2,3,4-tetrahydro-3-isoquinolinecarboxamide OC1=CC=C2C[C@@H](NCC2=C1)C(=O)N[C@@H](C(C)C)CN1C[C@@H]([C@](CC1)(C)C1=CC(=CC=C1)O)C